iso-octyl bromide C(CCCCC(C)C)Br